ClC1=NC=C(C(=C1)O)C1=NN(C=C1)C(F)F 2-chloro-5-(1-(difluoromethyl)-1H-pyrazol-3-yl)pyridin-4-ol